5-Chloro-2-cyanophenyl 3-deoxy-3-[4-(3,4,5-trifluorophenyl)-1H-1,2,3-triazol-1-yl]-1-thio-α-D-galactopyranoside FC=1C=C(C=C(C1F)F)C=1N=NN(C1)[C@@H]1[C@H]([C@@H](SC2=C(C=CC(=C2)Cl)C#N)O[C@@H]([C@@H]1O)CO)O